Fmoc-2-amino-5-(tert-butoxy)-5-oxopentanoic acid C(=O)(OCC1C2=CC=CC=C2C2=CC=CC=C12)C(C(=O)O)(CCC(=O)OC(C)(C)C)N